C(C1=CC=CC=C1)C(C1=CC=CO1)O α-benzylfurfuryl alcohol